O(C1=CC=CC=C1)C1=CC=C(C=C1)N1C(C=CC1=O)=O 1-(4-phenoxy-phenyl)-pyrrole-2,5-dione